7-Bromo-6-methoxy-2H-benzo[b][1,4]Oxazin BrC=1C(=CC2=C(OCC=N2)C1)OC